Cl.NCC(CN1C=C2C(N(CCC2=C1C1=CC(=CC=C1)F)C1CC1)=O)=CF 2-(2-(aminomethyl)-3-fluoroallyl)-5-cyclopropyl-1-(3-fluorophenyl)-2,5,6,7-tetrahydro-4H-pyrrolo[3,4-c]pyridin-4-one hydrochloride